C(C(C)C)N1CN(CC=2C1=CN(C2)CC2=C(C=CC=C2)C(F)(F)F)C 1-isobutyl-3-methyl-6-(2-(trifluoromethyl)benzyl)-1,6-dihydro-2H-pyrrolo[3,4-d]Pyrimidine